(((S)-5-(2-(4-((S)-2-(2-aminoacetamido)-2-carboxyethyl)phenoxy)acetamido)-1-carboxypentyl)carbamoyl)-L-glutamic acid NCC(=O)N[C@@H](CC1=CC=C(OCC(=O)NCCCC[C@@H](C(=O)O)NC(=O)N[C@@H](CCC(=O)O)C(=O)O)C=C1)C(=O)O